FC1=C(C=CC=C1F)[C@@H]1N(OCC1)C1=CC(=NC=N1)NC=1C(=CC(=C(C1)NC(C=C)=O)N1C[C@@H]2N(CC[C@@H]2C1)C)OC N-(5-((6-((R)-3-(2,3-difluorophenyl)isoxazolidine-2-yl)pyrimidine-4-yl)amino)-4-methoxy-2-((3aR,6aR)-1-methylhexahydro-pyrrolo[3,4-b]pyrrole-5(1H)-yl)phenyl)acrylamide